CC1=CC2=C(C=C1)CC1=CC=CC=C1C21C2=CC=CC=C2C=2C=CC=CC12 2-methyl-10H-spiro[anthracene-9,9'-fluorene]